CN1C(=CC(=C1)NC(=O)C=1N(C=C(N1)NC(CCNC(=O)C=1N(C=CC1)C)=O)C)C(=O)O 1-methyl-4-(1-methyl-4-[3-[(1-methylpyrrol-2-yl)formamido]propanamido]imidazole-2-amido)pyrrole-2-carboxylic acid